FC1=C(C=CC=C1)CN1C[C@H]([C@@H](CC1)C(=O)N1CCC(CC1)(O)CN1C=NC2=C(C1=O)N=C(C=C2)NC(CC2=CC=C1CC(NC1=C2)=O)=O)C2=CC=CC=C2 N-[3-[[1-[(3R,4R)-1-[(2-fluorophenyl)methyl]-3-phenyl-piperidine-4-carbonyl]-4-hydroxy-4-piperidinyl]methyl]-4-oxo-pyrido[3,2-d]pyrimidin-6-yl]-2-(2-oxoindolin-6-yl)acetamide